ClC=1C=C2C(C(=[N+](C2=CC1)CC)\C=C/1\C(C(=C1[O-])\C=C\1/N(C2=CC=C(C=C2C1(C)C)Cl)CC)=O)(C)C (E)-4-((5-chloro-1-ethyl-3,3-dimethyl-3H-indol-1-ium-2-yl)methylene)-2-(((Z)-5-chloro-1-ethyl-3,3-dimethylindolin-2-ylidene)methyl)-3-oxocyclobut-1-en-1-olate